C(C)N(CCCCN)CC N,N-diethylbutane-1,4-diamine